2,4,6-tri(4'-carboxyphenyl)-1,3,5-triazine C(=O)(O)C1=CC=C(C=C1)C1=NC(=NC(=N1)C1=CC=C(C=C1)C(=O)O)C1=CC=C(C=C1)C(=O)O